1-(3-cyanopropyl)-3-methylimidazolium chloride [Cl-].C(#N)CCCN1C=[N+](C=C1)C